{2-[2-fluoro-6-(methoxymethoxy)-8-(4,4,5,5-tetramethyl-1,3,2-dioxaborolan-2-yl)naphthalen-1-yl]ethyl}tris(propan-2-yl)silane FC1=C(C2=C(C=C(C=C2C=C1)OCOC)B1OC(C(O1)(C)C)(C)C)CC[Si](C(C)C)(C(C)C)C(C)C